tert-butyl 6-[3-(5-methyl-1,3-thiazol-2-yl)-5-({(1R)-1-[2-(trifluoromethyl)pyrimidin-5-yl]ethyl}carbamoyl)phenoxy]-2-azaspiro[3.3]heptane-2-carboxylate CC1=CN=C(S1)C=1C=C(OC2CC3(CN(C3)C(=O)OC(C)(C)C)C2)C=C(C1)C(N[C@H](C)C=1C=NC(=NC1)C(F)(F)F)=O